[Si](C)(C)(C(C)(C)C)OCC=1N=C(SC1)C1=NC(=CC(=N1)NC1CCC(CC1)(F)F)C 2-(4-(((tert-butyldimethylsilyl)oxy)methyl)thiazol-2-yl)-N-(4,4-difluorocyclohexyl)-6-methylpyrimidin-4-amine